D-xylono-1,5-lactone C1([C@H](O)[C@@H](O)[C@H](O)CO1)=O